(E)-2-(ethoxymethylene)-3-oxopentanoic acid C(C)O\C=C(\C(=O)O)/C(CC)=O